(S)-11-(3-chloro-4-fluorophenyl)-8-((2S,5R)-2,5-dimethylpiperazin-1-yl)-3-methoxy-10-(trifluoromethyl)-3,4-dihydro-2H,6H-[1,4]thiazepino[2,3,4-ij]quinazolin-6-one ClC=1C=C(C=CC1F)C1=C(C=C2C(=NC(N3C2=C1SC[C@H](C3)OC)=O)N3[C@H](CN[C@@H](C3)C)C)C(F)(F)F